BrC=1C(=C2C(=NC1)NC[C@]21C[C@H](CC1)N1N=CC=C1N)Cl |r| 1-((1RS,3SR)-5'-bromo-4'-chloro-1',2'-dihydrospiro[cyclopentane-1,3'-pyrrolo[2,3-b]pyridin]-3-yl)-1H-pyrazol-5-amine